Diazapentacene C1=CC=C2C=C3C=C4C=C5C(=CC4=CC3=CC2=C1)C=CN=N5